ClC=1C=NN(C(C1Cl)=O)CC(=O)NC1=CC=C2CCC(NC2=C1)=O 2-(4,5-dichloro-6-oxopyridazin-1(6H)-yl)-N-(2-oxo-1,2,3,4-tetrahydroquinolin-7-yl)acetamide